FC(C=O)(F)F.C(C)(C)C1=CC=C(C=C1)NC(=O)C1CCNCC1 N-(4-isopropylphenyl)piperidine-4-carboxamide compound with 2,2,2-trifluoroacetaldehyde